FC=1C(=CC(=NC1)OC)C1=CC(=NN1)C(=O)N1C2(CC2)CCCC1 4-[5-(5-fluoro-2-methoxypyridin-4-yl)-1H-pyrazole-3-carbonyl]-4-azaspiro[2.5]octane